N-(3-(1-benzyl-1H-indol-6-yl)-1H-pyrazol-5-yl)-2-trifluoromethyl-4-((1-methylpiperidin-4-yl)amino)benzamide C(C1=CC=CC=C1)N1C=CC2=CC=C(C=C12)C1=NNC(=C1)NC(C1=C(C=C(C=C1)NC1CCN(CC1)C)C(F)(F)F)=O